4-bromo-1-(tetrahydro-2H-pyran-2-yl)-5-(trifluoromethyl)-1,5,6,7-tetrahydrocyclopenta[f]indazol-5-ol BrC1=C2C=NN(C2=CC2=C1C(CC2)(O)C(F)(F)F)C2OCCCC2